1-[(2R,3S,4R,5R)-4-[(tert-butyl-dimethylsilyl)oxy]-3-fluoro-5-(hydroxymethyl)oxolan-2-yl]-5-fluoro-3H-pyrimidine-2,4-dione [Si](C)(C)(C(C)(C)C)O[C@H]1[C@@H]([C@@H](O[C@@H]1CO)N1C(NC(C(=C1)F)=O)=O)F